2-(2-pyridyl)thiosemicarbazide N1=C(C=CC=C1)N(N)C(=S)N